(1-methyl-6-(3-methyl-1-(piperidin-3-ylmethyl)piperidin-4-yl)-1H-indazol-3-yl)dihydropyrimidine-2,4(1H,3H)-dione CN1N=C(C2=CC=C(C=C12)C1C(CN(CC1)CC1CNCCC1)C)N1C(NC(CC1)=O)=O